C(#N)C=1C=CC(=C(C(=O)NC2=CC=C3C=NN(C3=C2)C=2C=NN(C2)C)C1)C(=C)C 5-Cyano-N-(1-(1-methyl-1H-pyrazol-4-yl)-1H-indazol-6-yl)-2-(prop-1-en-2-yl)benzamide